1,3-Cyclopentanediol C1(CC(CC1)O)O